C(CCCCC)(N)N Hexandiamin